(R)-5-bromo-N1-(1-methoxypropan-2-yl)benzene-1,2-diamine BrC1=CC=C(C(=C1)N[C@@H](COC)C)N